1-(6-(6-chloro-7-(3-cyclopropyl-5-methyl-1H-indazol-4-yl)-8-fluoro-2-(((S)-1-methylpyrrolidin-2-yl)methoxy)quinazolin-4-yl)-2,6-diazaspiro[3.4]octan-2-yl)prop-2-en-1-one ClC=1C=C2C(=NC(=NC2=C(C1C1=C2C(=NNC2=CC=C1C)C1CC1)F)OC[C@H]1N(CCC1)C)N1CC2(CN(C2)C(C=C)=O)CC1